C(C)(C)OC(CN(C)C(CCCCCCCCCCCCCCC)=O)=O N-palmitoyl-sarcosine isopropyl ester